2-iodo-N-(4-hydroxyphenyl)benzamide IC1=C(C(=O)NC2=CC=C(C=C2)O)C=CC=C1